FC1=CC=NC(=C1C(=O)N[C@@H](CCOC[C@H](CCC1=NC=2NCCCC2C=C1)C)C(=O)O)C N-(4-fluoro-2-methylnicotinoyl)-O-((S)-2-methyl-4-(5,6,7,8-tetrahydro-1,8-naphthyridin-2-yl)butyl)-L-homoserine